C[C@@H]1[NH2+]CC1.CC1([C@@H]2CC([C@]1(CC2)CS(=O)(=O)[O-])=O)C [(1R,4S)-7,7-dimethyl-2-oxo norbornan-1-yl]methanesulfonate (2S)-2-methylazetidin-1-ium salt